CN([C@@]1(CN(CCC1)C1=CC(=C(C=C1)S(=O)(=O)NC1=NC=NC=C1)C)CCC1=CC(=CC=C1)C(F)(F)F)C (S)-4-(3-(dimethylamino)-3-(3-(trifluoromethyl)phenethyl)-piperidin-1-yl)-2-methyl-N-(pyrimidin-4-yl)benzenesulfonamide